ethyl 6-methylimidazo[1,5-a]pyrazine-3-carboxylate CC=1N=CC=2N(C1)C(=NC2)C(=O)OCC